FCOC=1C=C(CCC2=C(OC(CC(C)OC(F)(F)F)N(C)C)C=CC=C2)C=CC1 (2-(3-(fluoromethoxy)phenethyl)phenoxy)-N,N-dimethyl-3-(trifluoromethoxy)butan-1-amine